tert-butyl 3-(1-benzyl-1H-imidazol-4-yl)morpholine-4-carboxylate C(C1=CC=CC=C1)N1C=NC(=C1)C1N(CCOC1)C(=O)OC(C)(C)C